ClC=1C=C(C(=O)N(C)[C@H](CN2CC(C2)O)C2CC2)C=CC1F (S)-3-Chloro-N-(1-cyclopropyl-2-(3-hydroxyazetidin-1-yl)ethyl)-4-fluoro-N-methylbenzamide